t-butyl [(6S)-4-(4-chlorophenyl)-2,3,9-trimethyl-6H-thieno[3,2-f][1,2,4]triazolo[4,3-a][1,4]diazepin-6-yl]acetate ClC1=CC=C(C=C1)C1=N[C@H](C=2N(C3=C1C(=C(S3)C)C)C(=NN2)C)CC(=O)OC(C)(C)C